9-(4-(1H-pyrazol-1-yl)benzyl)-2-(2-cyclopropylphenyl)-7,9-dihydro-8H-purin-8-one N1(N=CC=C1)C1=CC=C(CN2C3=NC(=NC=C3NC2=O)C2=C(C=CC=C2)C2CC2)C=C1